ClC1=CC=C(S1)C1=NC2=C(N1[C@H](C(=O)NC1CCCCC1)C1CCCCC1)C=CC=C2 (S)-2-[2-(5-chloro-thiophen-2-yl)-benzimidazol-1-yl]-2,N-dicyclohexyl-acetamide